N-(2-methyl-3-(4,4,5,5-tetramethyl-1,3,2-dioxaborolan-2-yl)phenyl)propanamide CC1=C(C=CC=C1B1OC(C(O1)(C)C)(C)C)NC(CC)=O